Cl.C(#C)C1(CC1)N(C)C (ethynylcyclopropyl)dimethylamine hydrochloride